p-aminophenylarsonic acid NC1=CC=C(C=C1)[As](O)(O)=O